CC1(N2CCOC3=C(SC(C(N1)=O)=C32)C3=CNC2=NC=CC=C23)C 6,6-dimethyl-2-(1H-pyrrolo[2,3-b]pyridin-3-yl)-4,5,6,7-tetrahydro-8H-3-oxa-1-thia-5a,7-diazaacenaphthylen-8-one